4-[[4-(3-bromophenyl)-2-(cyclopropylmethyl)-1H-pyrrol-3-yl]methyl]-2-fluoro-benzenesulfonamide BrC=1C=C(C=CC1)C=1C(=C(NC1)CC1CC1)CC1=CC(=C(C=C1)S(=O)(=O)N)F